4-bromo-6-methoxy-2-nitrobenzene-1-carbaldehyde BrC1=CC(=C(C(=C1)OC)C=O)[N+](=O)[O-]